6-[4-[(E)-3-(4-Chlorophenyl)-3-oxoprop-1-enyl]phenoxy]-8-hydroxy-2,2-dimethyl-4,4a,6,7,8,8a-hexahydropyrano[3,2-d][1,3]dioxin ClC1=CC=C(C=C1)C(/C=C/C1=CC=C(OC2CC(C3OC(OCC3O2)(C)C)O)C=C1)=O